butyl-chloro-diphenyl-silane C(CCC)[Si](C1=CC=CC=C1)(C1=CC=CC=C1)Cl